ClC1=CC=C(S1)C=1N(C(=C(N1)C1=NC2=C(N1C)C=C1C(=C2)OC(C(O1)(F)F)(F)F)S(=O)(=O)CC)C 2-[2-(5-chloro-2-thienyl)-5-(ethylsulfonyl)-1-methyl-1H-imidazol-4-yl]-6,6,7,7-tetrafluoro-1-methyl-6,7-dihydro-1H-[1,4]dioxino[2,3-f]benzimidazole